BrC1=CC2=C(C(N(C23CCOCC3)CC3=CC=C(C=C3)OC)=O)S1 2'-Bromo-5'-(4-methoxybenzyl)-2,3,5,6-tetrahydrospiro[pyran-4,4'-thieno[2,3-c]pyrrol]-6'(5'H)-one